O=N1=C2C=C(C(=CC2=N(C2=CC=C(C=C12)O)=O)O)O 5,10-dioxo-5λ5,10λ5-phenazine-2,3,7-triol